NC=1N(C(N(C(C1)=O)C1CCC2(CN(C2)C(=O)OC(C)(C)C)CC1)=O)CCCC tert-butyl 7-(4-amino-3-butyl-2,6-dioxopyrimidin-1-yl)-2-azaspiro[3.5]nonane-2-carboxylate